N-(cyclopropylmethyl)-N-(2-(5-fluoro-1H-indol-3-yl)ethyl)propan-2-amine C1(CC1)CN(C(C)C)CCC1=CNC2=CC=C(C=C12)F